4-(6-(4-(piperidin-1-yl)phenyl)-pyrazolo[1,5-a]pyrimidin-3-yl)quinoline N1(CCCCC1)C1=CC=C(C=C1)C=1C=NC=2N(C1)N=CC2C2=CC=NC1=CC=CC=C21